1-methylcyclobutan CC1CCC1